1-[2-(acryloyloxy) ethyl] succinate C(CCC(=O)[O-])(=O)OCCOC(C=C)=O